(R)-2-((1-(3,6-dimethyl-2-(morpholino-d8)-4-oxo-3,4-dihydroquinazolin-8-yl)ethyl)amino)benzoic acid CN1C(=NC2=C(C=C(C=C2C1=O)C)[C@@H](C)NC1=C(C(=O)O)C=CC=C1)N1C(C(OC(C1([2H])[2H])([2H])[2H])([2H])[2H])([2H])[2H]